6-Chloro-3-[(1R)-1-[2-(2-isopropoxypyrimidin-5-yl)-3,6-dimethyl-4-oxo-chromen-8-yl]ethoxy]pyridine-2-carboxamide ClC1=CC=C(C(=N1)C(=O)N)O[C@H](C)C=1C=C(C=C2C(C(=C(OC12)C=1C=NC(=NC1)OC(C)C)C)=O)C